6'-[4-oxo-4-({[3-(pyridin-2-yl)phenyl]methyl}amino)butoxy]-2',3'-dihydrospiro[cyclohexane-1,1'-indene]-4-carboxylic acid O=C(CCCOC1=CC=C2CCC3(C2=C1)CCC(CC3)C(=O)O)NCC3=CC(=CC=C3)C3=NC=CC=C3